formamidine hypophosphite [PH2](=O)O.C(=N)N